2-fluoro-3,7-dioxo-5beta-chola-1-enoate FC=1C(C[C@H]2CC([C@H]3[C@@H]4CC[C@H]([C@@H](CCC(=O)[O-])C)[C@]4(CC[C@@H]3[C@]2(C1)C)C)=O)=O